CO[SiH](OC)OC trimethyloxysilane